BrC1=CC2=CN(N=C2C=C1OC(C)C)C12COC(CC1)(C2)C 5-bromo-6-isopropoxy-2-(1-methyl-2-oxabicyclo[2.2.1]heptan-4-yl)-2H-indazole